CN(C)S(=O)(=O)C1=CC=CC(=C1)N 3-amino-N,N-dimethylbenzenesulfonamide